C1(=CC=CC=C1)P(C1=CC=CC=C1)=[Se] Diphenylphosphine selenide